OC(CCCC=1C[C@@H](CCC1)C=O)(C)C |r| (+-)-3-(4-hydroxy-4-methylpentyl)-3-cyclohexene-1-carbaldehyde